FC1(CCC(CC1)N1CCC(CC1)C=1NC=2C=C(C=C(C2C1C(CC(C)C)=O)C(=O)OC)F)F methyl 2-[1-(4,4-difluorocyclohexyl)piperidin-4-yl]-6-fluoro-3-(3-methylbutanoyl)-1H-indole-4-carboxylate